2-(3-cyclopropylmethoxy-4-methoxyphenyl)cyclopropanecarboxylic acid C1(CC1)COC=1C=C(C=CC1OC)C1C(C1)C(=O)O